diphenylmorpholinone C1COC(C(=O)N1C2=CC=CC=C2)C3=CC=CC=C3